3-chloro-2-(difluoromethyl)-6-(ethylsulfanyl)pyridine ClC=1C(=NC(=CC1)SCC)C(F)F